4-{2-chloro-3-[(3,5-dimethyl-1H-pyrazol-1-yl)methyl]-4-(methylsulfonyl)benzoyl}-1-methyl-1H-pyrazole-5-yl-1,3-dimethyl-1H-pyrazole-4-carboxylate ClC1=C(C(=O)C=2C=NN(C2C2=C(C(=NN2C)C)C(=O)[O-])C)C=CC(=C1CN1N=C(C=C1C)C)S(=O)(=O)C